9-methyl-3-phenyl-3,4,7,15-tetraazatricyclo[12.3.1.02,6]Octadeca-1(18),2(6),4,14,16-pentaen-8-one trifluoroacetate salt FC(C(=O)O)(F)F.CC1C(NC=2C=NN(C2C=2C=CN=C(CCCC1)C2)C2=CC=CC=C2)=O